6-fluoro-5-(3-nitro-1-(tetrahydro-2H-pyran-2-yl)-1H-pyrazol-4-yl)indoline FC1=C(C=C2CCNC2=C1)C=1C(=NN(C1)C1OCCCC1)[N+](=O)[O-]